acetoxymethyl 4-mercaptobenzoate SC1=CC=C(C(=O)OCOC(C)=O)C=C1